2-(3-(imidazo[1,2-a]pyridin-6-yl)-7,8-dihydro-1,6-naphthyridin-6(5H)-yl)-3-methyl-6,7-dihydro-5H-pyrrolo[3,4-b]pyridin-5-one N=1C=CN2C1C=CC(=C2)C=2C=NC=1CCN(CC1C2)C2=C(C=C1C(=N2)CNC1=O)C